7-chloro-2,4-dimethyl-2-(3-(methylcarbamoyl)-3-azabicyclo[3.2.1]octane-8-yl)benzo[d][1,3]dioxin-5-carboxylic acid ClC=1C=C(C2=C(OC(OC2C)(C2C3CN(CC2CC3)C(NC)=O)C)C1)C(=O)O